FC([C@H](C1=CC(=CC=C1)F)N[S@@](=O)C(C)(C)C)(C(C1C(NC(N(C1=O)C1CCOCC1)=O)=O)=O)F (S)-N-((1S)-2,2-difluoro-1-(3-fluorophenyl)-3-oxo-3-(2,4,6-trioxo-1-(tetrahydro-2H-pyran-4-yl)hexahydropyrimidin-5-yl)propyl)-2-methylpropan-2-sulfinamide